(E)-3-(4-((1H-imidazol-1-yl)methyl)phenyl)acrylic acid N1(C=NC=C1)CC1=CC=C(C=C1)/C=C/C(=O)O